NC=1C=2N(C3=CC(=CC=C3N1)C(=O)N1[C@@H]3[C@H](CCC1)OC1=C3C=CC(=C1)OC(F)(F)F)C=NC2C |r| Rac-(4-amino-3-methylimidazo[1,5-a]quinoxalin-8-yl)((4aS,9bS)-7-(trifluoromethoxy)-3,4,4a,9b-tetrahydrobenzofuro[3,2-b]pyridin-1(2H)-yl)methanone